2-((7-methyl-5-(methylsulfonyl)-1-tosyl-1H-indol-4-yl)methyl)-2H-pyrazolo-[3,4-b]pyridine-6-carbonitrile CC=1C=C(C(=C2C=CN(C12)S(=O)(=O)C1=CC=C(C)C=C1)CN1N=C2N=C(C=CC2=C1)C#N)S(=O)(=O)C